C(=O)(O)C(O)C(O)C(=O)O.N1(CCCC1)C=O.N1(CCCC1)C=O (pyrrolidin-1-yl)methanone hemitartrate